Methyl 5-phenyl-1,3,4-oxadiazole-2-carboxylate C1(=CC=CC=C1)C1=NN=C(O1)C(=O)OC